ClC1=CC(=C(COC2=NC=3CN(CCC3C=C2C(F)(F)F)CC2=NC3=C(C=NC(=C3)C#N)N2C[C@H]2OCC2)C=C1)F (S)-2-((2-((4-chloro-2-fluorobenzyl)oxy)-3-(trifluoromethyl)-5,8-dihydro-1,7-naphthyridin-7(6H)-yl)methyl)-3-(oxetan-2-ylmethyl)-3H-imidazo[4,5-c]pyridine-6-carbonitrile